N-α-Fmoc-L-isoleucine CCC(C)C(C(=O)O)NC(=O)OCC1C2=CC=CC=C2C3=CC=CC=C13